CS(=O)(=O)O.N[C@@H](C(C)C)C(=O)OCN1N=CC(=C1)C=1SC=C(N1)C(NC=1C(=NN(C1)C1CCC(CC1)OCC)C1=NC(=CC=C1F)F)=O (4-(4-((3-(3,6-difluoropyridin-2-yl)-1-((1r,4r)-4-ethoxycyclohexyl)-1H-pyrazol-4-yl)carbamoyl)thiazol-2-yl)-1H-pyrazol-1-yl)methyl L-valinate methanesulfonic acid salt